N-(3-(6-(tert-butyl)pyridazin-3-yl)phenyl)-8-chloro-N-methyl-[1,2,4]triazolo[4,3-a]quinazolin-5-amine C(C)(C)(C)C1=CC=C(N=N1)C=1C=C(C=CC1)N(C1=NC=2N(C3=CC(=CC=C13)Cl)C=NN2)C